C[Hf](C)C tris(methyl)hafnium